FC=1C(N(C=CC1C1=CC=CC=C1)CC1(CCN(CC12CCCC2)C(=O)N2[C@@H](CN(CC2)C(=O)OC(C)(C)C)C2=CC=CC=C2)O)=O tert-Butyl (3R)-4-(10-((3-fluoro-2-oxo-4-phenylpyridin-1(2H)-yl)methyl)-10-hydroxy-7-azaspiro[4.5]decane-7-carbonyl)-3-phenylpiperazine-1-carboxylate